4-Nitro-1-oxoisoindolin [N+](=O)([O-])C1=C2CNC(C2=CC=C1)=O